C=1(C(=CC(=CC1)C(=O)OCCCCCCC(C)C)C(=O)OCCCCCCC(C)C)C(=O)OCCCCCCC(C)C tris(7-methyloctyl) benzene-1,2,4-tricarboxylate